ClC=1C(=C(C=CC1OCCCO)C=1C(CC(NN1)=O)C)O 6-[3-chloro-2-hydroxy-4-(3-hydroxypropoxy)phenyl]-5-methyl-4,5-dihydro-2H-pyridazin-3-one